tert-butyl[3-(2-hydroxyethoxy)propoxy]acetate C(C)(C)(C)OC(COCCCOCCO)=O